7-[5-Methyl-1-(4-piperidyl)triazol-4-yl]-5-[2-pyridyl-[1-(trifluoromethyl)cyclopropyl]methoxy]imidazo[1,2-a]pyridine-3-carbonitrile CC1=C(N=NN1C1CCNCC1)C1=CC=2N(C(=C1)OC(C1(CC1)C(F)(F)F)C1=NC=CC=C1)C(=CN2)C#N